C1(=CC=CC=C1)C1=CC=2N(C(=N1)N)C=NN2 7-phenyl-[1,2,4]triazolo[4,3-c]pyrimidin-5-amine